1-Ethyl-3-(3-dimethylaminopropyl)Carbodiimide C(C)N=C=NCCCN(C)C